butyl naphthalen-2-ylacrylate C1=C(C=CC2=CC=CC=C12)C(C(=O)OCCCC)=C